6-(4-((cis-5-isopropylhexahydropyrrolo[3,4-c]pyrrol-2(1H)-yl)methyl)phenyl)-1,4-dimethyl-2-(4-(methylsulfonyl)phenyl)-1H-benzo[d]imidazole C(C)(C)N1C[C@@H]2[C@H](C1)CN(C2)CC2=CC=C(C=C2)C=2C=C(C1=C(N(C(=N1)C1=CC=C(C=C1)S(=O)(=O)C)C)C2)C